(2S,6R)-(5-Nitroquinolin-8-yloxy)methyl 2,6-dimethylmorpholine-4-carboxylate C[C@H]1CN(C[C@H](O1)C)C(=O)OCOC=1C=CC(=C2C=CC=NC12)[N+](=O)[O-]